OC1=C(N=CN(C1=O)C)C(=O)NC=1C=NOC1 5-hydroxy-1-methyl-N-(1,2-oxazol-4-yl)-6-oxopyrimidine-4-carboxamide